(1r,3s)-3-((5-([1,2,4]triazolo[1,5-a]pyridin-6-yl)-4-methoxypyrrolo[2,1-f][1,2,4]triazin-2-yl)amino)-1-ethylcyclobutan-1-ol N=1C=NN2C1C=CC(=C2)C=2C=CN1N=C(N=C(C12)OC)NC1CC(C1)(O)CC